(R)-1-(4-benzyl-2-(methoxymethyl)-3-oxo-3,4-dihydro-2H-benzo[b][1,4]oxazin-7-yl)-3-(tert-butyl)urea C(C1=CC=CC=C1)N1C2=C(O[C@@H](C1=O)COC)C=C(C=C2)NC(=O)NC(C)(C)C